6-amino-1-[(1S)-1-[3-(trifluoromethyl)phenyl]ethyl]quinoxalin-2-one NC=1C=C2N=CC(N(C2=CC1)[C@@H](C)C1=CC(=CC=C1)C(F)(F)F)=O